(S)-6-(((2-methyl-1-oxo-1,2-dihydroisoquinolin-5-yl)(1-(1-(trifluoromethyl)cyclopropyl)-1H-1,2,3-triazol-4-yl)methyl)amino)-4-(neopentylamino)quinoline-3,8-dicarbonitrile CN1C(C2=CC=CC(=C2C=C1)[C@@H](C=1N=NN(C1)C1(CC1)C(F)(F)F)NC=1C=C2C(=C(C=NC2=C(C1)C#N)C#N)NCC(C)(C)C)=O